2,5-bismaleimidylnaphthalene C1(C=CC(N1C1=CC2=CC=CC(=C2C=C1)N1C(C=CC1=O)=O)=O)=O